O=C([C@H](O)[C@@H](O)[C@H](O)[C@H](O)CO)O.O=C([C@H](O)[C@@H](O)[C@H](O)[C@H](O)CO)O.C(C)(=O)O acetic acid digluconate